rac-(1R,3S,4S)-1-amino-3-(aminomethyl)-4-(2-boronoethyl)cyclopentane-1-carboxylic acid dihydrochloride Cl.Cl.N[C@]1(C[C@@H]([C@H](C1)CCB(O)O)CN)C(=O)O |r|